ClC1=NC(=CC(=C1C(=O)O)C)Cl 2,6-dichloro-4-methylpyridine-3-carboxylic acid